N-tert-butyl-2-({2-[6-(2-hydroxyethoxy)pyridin-2-yl]-5H,6H,7H-cyclopenta[d]pyrimidin-4-yl}(methyl)amino)acetamide C(C)(C)(C)NC(CN(C)C=1C2=C(N=C(N1)C1=NC(=CC=C1)OCCO)CCC2)=O